ClC1=NC=C(C=2N1C=NN2)OCC=2C(=NC=CC2)C 5-chloro-8-((2-methylpyridin-3-yl)methoxy)-[1,2,4]triazolo[4,3-c]pyrimidine